1-(tert-butyl) 2-methyl (2R,4R)-2-(2-(chloromethyl) allyl)-4-(cyclopropylmethoxy)-pyrrolidine-1,2-dicarboxylate ClCC(C[C@]1(N(C[C@@H](C1)OCC1CC1)C(=O)OC(C)(C)C)C(=O)OC)=C